C[C@@H]1CC[C@@H]2[C@@]([C@]1(CC/C(=C/COP(=O)(O)OP(=O)(O)O)/C)O)(CCCC2(C)C)C The molecule is a diterpenyl phosphate that is the 15-O-diphospho derivative of peregrinol. It is a diterpenyl phosphate, a labdane diterpenoid and a tertiary alcohol. It derives from a peregrinol. It is a conjugate acid of a peregrinol diphosphate(3-).